methyl 2-methyl-2-(1-(5-(trifluoromethyl)pyrimidin-2-yl)piperidin-4-yl)propanoate CC(C(=O)OC)(C)C1CCN(CC1)C1=NC=C(C=N1)C(F)(F)F